2-(5-ISOPROPYL-2-METHYL-CYCLOHEX-2-EN-1-YL)ACETALDEHYDE C(C)(C)C1CC=C(C(C1)CC=O)C